FC1=CC2=C(N=C(S2)NC[C@H]2N(C3CC([C@H]2C)C3)C(=O)C3=NC(=CC=C3N3N=CC=N3)C)C=C1 6-Fluoro-N-{[(3S,4R)-4-methyl-2-[6-methyl-3-(2H-1,2,3-triazol-2-yl)pyridin-2-carbonyl]-2-azabicyclo[3.1.1]heptan-3-yl]methyl}-1,3-benzothiazol-2-amin